9-[(1,3-dihydroxy-2-propoxy)methyl]guanine OCC(CO)OCN1C=2N=C(NC(C2N=C1)=O)N